(4-(6-(((3aR,5s,6aS)-2-(Pyridin-2-ylmethyl)octahydrocyclopenta[c]pyrrol-5-yl)amino)pyridazin-3-yl)phenyl)acetamide N1=C(C=CC=C1)CN1C[C@@H]2[C@H](C1)CC(C2)NC2=CC=C(N=N2)C2=CC=C(C=C2)CC(=O)N